6-((6-methoxypyridin-3-yl)methyl)-3-(5-(4,4,5,5-tetramethyl-1,3,2-dioxaborolan-2-yl)pyrazin-2-yl)-3,6-diazabicyclo[3.1.1]heptane COC1=CC=C(C=N1)CN1C2CN(CC1C2)C2=NC=C(N=C2)B2OC(C(O2)(C)C)(C)C